N1C(CC2=CC=CC=C12)=O 1,3-dihydro-indol-2-one